FC1=CC(=C2C=C(N(C2=C1F)CCNC1=NC=NC(=C1)C1=CC=C(C=C1)C1=C(C=NO1)C)C)C [2-(6,7-Difluoro-2,4-dimethyl-indol-1-yl)-ethyl]-{6-[4-(4-methyl-isoxazol-5-yl)-phenyl]-pyrimidin-4-yl}-amine